tert-butyl (2-(6-methoxyquinolin-5-yl)ethyl)carbamate COC=1C(=C2C=CC=NC2=CC1)CCNC(OC(C)(C)C)=O